5-(4-Cyclopropyl-1H-imidazol-1-yl)-N-(6-(5-cyclopropyl-4-isopropyl-4H-1,2,4-triazol-3-yl)pyridin-2-yl)-2-fluoro-4-methylbenzamide C1(CC1)C=1N=CN(C1)C=1C(=CC(=C(C(=O)NC2=NC(=CC=C2)C2=NN=C(N2C(C)C)C2CC2)C1)F)C